r-tetralin C1CCCC2=CC=CC=C12